(R)-N-(4-chlorophenyl)-2-((1S,4S)-4-(6-fluoroquinolin-4-yl)cyclohexyl)propanamide L-malate C([C@@H](O)CC(=O)O)(=O)O.ClC1=CC=C(C=C1)NC([C@H](C)C1CCC(CC1)C1=CC=NC2=CC=C(C=C12)F)=O